(S)-tert-butyl-2-(((benzyloxy)carbonyl)amino)-3-(5,6,7,8-tetrahydro-1,8-naphthyridin-2-yl)pentanamide C(C)(C)(C)[C@](C(=O)N)(C(CC)C1=NC=2NCCCC2C=C1)NC(=O)OCC1=CC=CC=C1